C(C1=CC=CC=C1)OC(C(CC=O)CC=O)=O benzyl-4-oxo-2-(2-oxoethyl)butanoate